(1S,2S)-N-(5-(5-chloro-6-fluoro-7-(isopropylamino)-1H-indazol-4-yl)pyrazolo[1,5-a]pyridin-2-yl)-2-fluorocyclopropane-1-carboxamide ClC=1C(=C2C=NNC2=C(C1F)NC(C)C)C1=CC=2N(C=C1)N=C(C2)NC(=O)[C@H]2[C@H](C2)F